ClC1=CC(=C(C=C1)C1=NC(=NC2=C1N=C(N(C2=O)C)C)N2C[C@H](O[C@H](C2)C)C=2C=NN(C2)C2CC2)F 8-(4-chloro-2-fluorophenyl)-6-((2R,6S)-2-(1-cyclopropyl-1H-pyrazol-4-yl)-6-methylmorpholino)-2,3-dimethylpyrimido[5,4-d]pyrimidin-4(3H)-one